C(C)(C)C=1C(=NNC1C=1C=C(C=2N(C1)N=CN2)C)C=2N=NC(=CC2)C2CCN(CC2)C(C)C 6-(4-isopropyl-3-(6-(1-isopropylpiperidin-4-yl)pyridazin-3-yl)-1H-pyrazol-5-yl)-8-methyl-[1,2,4]triazolo[1,5-a]pyridine